(±)-cis-N-[8-amino-6-(6-methoxy-2-methyl-3-pyridyl)-3-isoquinolyl]-2-fluoro-cyclopropanecarboxamide NC=1C=C(C=C2C=C(N=CC12)NC(=O)[C@H]1[C@H](C1)F)C=1C(=NC(=CC1)OC)C |r|